1,5,5-trimethyl-3-(6-(((1S,3S)-3-((5-(1-methylcyclopropyl)-1,2,4-oxadiazol-3-yl)amino)cyclopentyl)amino)pyridin-3-yl)imidazolidine-2,4-dione CN1C(N(C(C1(C)C)=O)C=1C=NC(=CC1)N[C@@H]1C[C@H](CC1)NC1=NOC(=N1)C1(CC1)C)=O